propyl-2-(4-(8-(3-(pyridin-3-yl)acrylamido)octanamido)benzoyl)hydrazine tert-butyl-3-(5-amino-2-bromo-4-nitro-phenoxy)pyrrolidine-1-carboxylate C(C)(C)(C)OC(=O)N1CC(CC1)OC1=C(C=C(C(=C1)N)[N+](=O)[O-])Br.C(CC)NNC(C1=CC=C(C=C1)NC(CCCCCCCNC(C=CC=1C=NC=CC1)=O)=O)=O